FC(CC(C(=O)O)C)(F)F 4,4,4-trifluoro-2-methylbutyric acid